C1(CC1)C1=CC(=C(C=C1)NC1=CC(=NC=C1C(=O)NOCC)NC1=NC(=CC=C1)C)NS(=O)(=O)C 4-((4-cyclopropyl-2-(N-methylsulfonylamino)phenyl)amino)-N-ethoxy-6-((6-methylpyridin-2-yl)amino)nicotinamide